CC1NCC2=CC=C(C=C2C1)O 3-methyl-1,2,3,4-tetrahydroisoquinolin-6-ol